IC=1C=NN(C1)C1COC1 4-iodo-1-(oxetan-3-yl)-1H-pyrazole